C1(=CC=CC=C1)NN=CC1=CC=C(C=C1)C 4-methylbenzaldehyde phenylhydrazone